C(C)OC1N(CCC2=C1OC1=C2C=CC=C1)CCN1C(NC2=C1C=CC=C2)=O 1-(2-(ethoxy-3,4-dihydrobenzofuro[2,3-c]pyridin-2(1H)-yl)ethyl)-1,3-dihydro-2H-benzo[d]imidazol-2-one